2-pyrimidin-2-ylpropan N1=C(N=CC=C1)C(C)C